FC1([C@@H](C[C@@H](CC1)NC(=S)NC(OC(C)(C)C)=O)C)F tert-Butyl N-{[(1R,3R)-4,4-difluoro-3-methylcyclohexyl]carbamothioyl}carbamate